Cl.COC(=O)C1(NC(=NC=C1)SC)CN (4-methoxycarbonyl-2-methylthiopyrimidin-4-yl)methylamine hydrochloride